CN1CC(C1)(C)[C@@](C=1C=C(N=NC1)OC1=CC2=C(NC(O2)=O)C=C1)(C1=CC=C(C=C1)C(C)C)O 6-{5-[(R)-(1,3-dimethyl-azetidin-3-yl)-hydroxy-(4-isopropyl-phenyl)-methyl]-pyridazin-3-yloxy}-3H-benzoOxazol-2-one